(2-(piperidin-1-yl)phenyl)methanamine N1(CCCCC1)C1=C(C=CC=C1)CN